(R)-6-methoxy-1-m-methoxyphenyl-benzo[d][1,3,2]thiaselenazol-1-one COC1=CC2=C([Se]NS2(=O)C2=CC(=CC=C2)OC)C=C1